[N-](S(=O)(=O)C(F)(F)F)S(=O)(=O)C(F)(F)F.CC=1NC=CN1 methylimidazole bis(trifluoromethylsulfonyl)imide salt